ClC1=CC=C(C=C1)[C@H](C)N1N=C(C=C1C(=O)NC1[C@H]2CC(C[C@@H]12)O)C(=O)NC 1-((S)-1-(4-Chlorophenyl)ethyl)-N5-((1R,3S,5S,6r)-3-hydroxybicyclo[3.1.0]hexan-6-yl)-N3-methyl-1H-pyrazole-3,5-dicarboxamide